tert-butyl 3-((6-(5-(4-(2-cyanopropan-2-yl)picolinamido)-2-methylphenyl)-8,9-dihydroimidazo[1',2':1,6]pyrido[2,3-d]pyrimidin-2-yl)amino)azetidine-1-carboxylate C(#N)C(C)(C)C1=CC(=NC=C1)C(=O)NC=1C=CC(=C(C1)C1=CC2=C(N=C(N=C2)NC2CN(C2)C(=O)OC(C)(C)C)N2C1=NCC2)C